COCC1=NC2=CC(=CC(=C2N=C1)C=1SC2=C(N1)CCCC2O)C 2-(2-(methoxymethyl)-7-methylquinoxalin-5-yl)-4,5,6,7-tetrahydrobenzo[d]thiazol-7-ol